The molecule is a 3-oxo-fatty acyl-CoA that results from the formal condensation of the thiol group of coenzyme A with the carboxy group of (9Z,12Z,15Z)-3-oxoicosatrienoic acid It is a 3-oxo-fatty acyl-CoA, a long-chain fatty acyl-CoA and an unsaturated fatty acyl-CoA. It is a conjugate acid of a (9Z,12Z,15Z)-3-oxoicosatrienoyl-CoA(4-). CCCC/C=C\\C/C=C\\C/C=C\\CCCCCC(=O)CC(=O)SCCNC(=O)CCNC(=O)[C@@H](C(C)(C)COP(=O)(O)OP(=O)(O)OC[C@@H]1[C@H]([C@H]([C@@H](O1)N2C=NC3=C(N=CN=C32)N)O)OP(=O)(O)O)O